ClC1=NC2=CC=C(C=C2C(=N1)N1CC=2C=C(C=NC2CC1)N1C=2N(CCC1)N=CC2)Cl 2,6-dichloro-4-[3-(6,7-dihydro-5H-pyrazolo[1,5-a]pyrimidin-4-yl)-7,8-dihydro-5H-1,6-naphthyridin-6-yl]quinazoline